α-acetyl-α-chloro-γ-butyrolactone C(C)(=O)C1(C(=O)OCC1)Cl